1,3-bis(3,5-bis(trifluoromethyl)phenyl)urea FC(C=1C=C(C=C(C1)C(F)(F)F)NC(=O)NC1=CC(=CC(=C1)C(F)(F)F)C(F)(F)F)(F)F